(S)-N-(4-(4-amino-7-methyl-5-(1-(6-methylpyridin-2-yl)-1,3-dihydroisobenzofuran-5-yl)-7H-pyrrolo[2,3-d]pyrimidin-6-yl)phenyl)methacrylamide NC=1C2=C(N=CN1)N(C(=C2C=2C=C1CO[C@@H](C1=CC2)C2=NC(=CC=C2)C)C2=CC=C(C=C2)NC(C(=C)C)=O)C